tert-butyl (1-(3-(2-(piperidin-1-yl)pyridin-4-yl)-1,2,4-oxadiazol-5-yl)ethyl)carbamate N1(CCCCC1)C1=NC=CC(=C1)C1=NOC(=N1)C(C)NC(OC(C)(C)C)=O